benzyl 6-(((6S,9S,12R)-12-benzyl-6-isobutyl-2,2,5,8-tetramethyl-4,7,10-trioxo-9-(2,2,2-trifluoroethyl)-3-oxa-5,8,11-triazatridecan-13-yl)oxy)-3-methylisoquinoline-5-carboxylate C(C1=CC=CC=C1)[C@@H](NC([C@@H](N(C([C@@H](N(C(OC(C)(C)C)=O)C)CC(C)C)=O)C)CC(F)(F)F)=O)COC1=C(C=2C=C(N=CC2C=C1)C)C(=O)OCC1=CC=CC=C1